[Ni](Cl)Cl.C(CCC)P(CCCC)CCCC.C(CCC)P(CCCC)CCCC bis(tributylphosphine) nickel (II) dichloride